carbonylbis-1H-pyrazole C(=O)(N1N=CC=C1)N1N=CC=C1